benzyl (3S*,4R*)-3-((2-((S)-1-amino-5-(tert-butoxy)-1,5-dioxopentan-2-yl)-1-oxoisoindolin-5-yl)oxy)-4-cyclopentylpyrrolidine-1-carboxylate NC([C@H](CCC(=O)OC(C)(C)C)N1C(C2=CC=C(C=C2C1)O[C@@H]1CN(C[C@H]1C1CCCC1)C(=O)OCC1=CC=CC=C1)=O)=O |o1:22,26|